C1(=CC=CC=C1)C=1C(=NC=CC1)NC(=S)N (3-phenylpyridin-2-yl)thiourea